methyl-6-(4-amino-4-methylpiperidin-1-yl)-3-(2,3-dichlorophenyl)pyrazin-2-ol CC=1N=C(C(=NC1N1CCC(CC1)(C)N)O)C1=C(C(=CC=C1)Cl)Cl